FC1(CCN(CC1)CCNC1=CC(=CC=2N(C(=NC21)C)C)C2=CC=C(C=C2)N2CCN(CC2)C(C)C)F N-(2-(4,4-difluoropiperidin-1-yl)ethyl)-6-(4-(4-isopropylpiperazin-1-yl)phenyl)-1,2-dimethyl-1H-benzo[d]imidazol-4-amine